C1=NC=C(C2=CC=CC=C12)N1C(N(C[C@@H]1C#N)C=1C(=NC=CC1)C)=O |r| Racemic-3-(isoquinolin-4-yl)-1-(2-methylpyridin-3-yl)-2-oxoimidazolidine-4-carbonitrile